ClC=1C=CC=2N(N1)C(=CN2)C2=NN(C(=C2)C)C2OCCCC2 6-Chloro-3-(5-methyl-1-(tetrahydro-2H-pyran-2-yl)-1H-pyrazol-3-yl)imidazo[1,2-b]pyridazine